holmium aluminum oxide [O-2].[Al+3].[Ho+3].[O-2].[O-2]